N1=C(C(=C(C=C1)N)N)N Pyridin-2,3,4-triamine